C(#N)C=1C=C(C=C(C1)F)[C@H]1N(OCC1)C(=O)[C@@H]1CC[C@H](CC1)CC=1C=CC(=C(C(=O)N)C1)C trans-5-[[4-[(3S)-3-(3-cyano-5-fluoro-phenyl)isoxazolidine-2-carbonyl]cyclohexyl]methyl]-2-methyl-benzamide